N[C@H](C(=O)NCC=1SC(=CC1)C(CSC1=NC(=NC2=CC=C(C=C12)OC)C)=O)C1CC1 (S)-2-amino-2-cyclopropyl-N-((5-(2-((6-methoxy-2-methylquinazolin-4-yl)thio)acetyl)thiophen-2-yl)methyl)acetamide